benzyl (2S)-3-[[(2R)-2-(tert-butoxycarbonylamino)propanoyl]amino]-2-(9H-fluoren-9-ylmethoxycarbonylamino)propanoate C(C)(C)(C)OC(=O)N[C@@H](C(=O)NC[C@@H](C(=O)OCC1=CC=CC=C1)NC(=O)OCC1C2=CC=CC=C2C=2C=CC=CC12)C